C(C)(C)(C)OC(=O)N1CCC2(CC(C2)N2[C@@H](CCC2)C2=C(C=CC=C2)C2CC2)CC1 (S)-2-(2-(2-cyclopropylphenyl)pyrrolidin-1-yl)-7-azaspiro[3.5]nonane-7-carboxylic acid tert-butyl ester